COC1=CC=2N(C3=CC=CC=C3SC2C=C1)CCC#N 3-(2-methoxy-10H-phenothiazin-10-yl)propionitrile